4-(8-(4-(2-(2-Aminopyridin-3-yl)-5-phenyl-3H-imidazo[4,5-b]pyridin-3-yl)benzyl)-3,8-diazabicyclo[3.2.1]octane-3-carbonyl)-2-hydroxybenzaldehyde NC1=NC=CC=C1C1=NC=2C(=NC(=CC2)C2=CC=CC=C2)N1C1=CC=C(CN2C3CN(CC2CC3)C(=O)C3=CC(=C(C=O)C=C3)O)C=C1